C(C)(C)(C)C1=CC=CC(=C1)C(C)(C)C 2,4-Di-tert-butylbenzene